BrC=1CN(C=C(C1)B1OC(C(O1)(C)C)(C)C)C 3-bromo-1-methyl-5-(4,4,5,5-tetramethyl-1,3,2-dioxaborolan-2-yl)pyridine